C1(CCCC1)C=1C=C(NS(N1)(=O)=O)C(=O)OC Methyl 5-cyclopentyl-2H-1,2,6-thiadiazine-3-carboxylate 1,1-dioxide